NC1=C2N=CN(C2=NC(=N1)F)[C@H]1C[C@@H]([C@@](O1)(C#C)CO[P@](=O)(OC1=CC=CC=C1)N[C@@H](CC1=CC=CC=C1)C(=O)OCCCCCCCCCCCCCCCCCCCCCC)OC(=O)OCCCCCC Docosyl ((S)-(((2R,3S,5R)-5-(6-amino-2-fluoro-9H-purin-9-yl)-2-ethynyl-3-(((hexyloxy)carbonyl)oxy)tetrahydro-furan-2-yl)methoxy)(phenoxy)phosphoryl)-L-phenylalaninate